N1=CC=C(C2=CC=CC=C12)N1CCN(CC1)C(=O)C1CN(CCC1)C(=O)OC(C)(C)C Tert-Butyl 3-(4-(quinolin-4-yl)piperazine-1-carbonyl)piperidine-1-carboxylate